[[(4,6-dimethoxy-2-pyrimidinyl)amino]carbonyl]-1-methyl-1H-pyrazole-5-sulfonamide COC1=NC(=NC(=C1)OC)NC(=O)C1=NN(C(=C1)S(=O)(=O)N)C